C1=CC=C2C(=C1)C(=O)C(=CN2)[O-] The molecule is conjugate base of 3-hydroxyquinolin-4(1H)-one arising from deprotonation of the 3-hydroxy group; major species at pH 7.3. It is a conjugate base of a 3-hydroxyquinolin-4(1H)-one.